2-(5-methyl-1H-3-pyrazolyl)pyridine CC1=CC(=NN1)C1=NC=CC=C1